tert-butyl 3-(3-(6-amino-5-fluoropyridin-2-yl)-4-fluorophenyl)-2,2-dimethylpropionate NC1=C(C=CC(=N1)C=1C=C(C=CC1F)CC(C(=O)OC(C)(C)C)(C)C)F